3-methoxyprop-1-en COCC=C